C(CC)C1=NC=CN1C propyl-3-methylimidazole